2-bromo-α,α-difluoro-4-(trifluoromethyl)-benzenepropanoic acid BrC1=C(C=CC(=C1)C(F)(F)F)CC(C(=O)O)(F)F